trans-Methyl-3-(2-(((1H-benzo[d]imidazol-2-yl)methyl)thio)-4-oxo-pteridin-3(4H)-yl)cyclobutane-1-carboxylate COC(=O)[C@@H]1C[C@H](C1)N1C(=NC2=NC=CN=C2C1=O)SCC1=NC2=C(N1)C=CC=C2